(2S,3R,4R)-1-acetyl-4-((4-cyano-2-fluorophenyl)amino)-2-cyclopropyl-N-(2-hydroxyethyl)-3-methyl-1,2,3,4-tetrahydroquinoline-6-carboxamide C(C)(=O)N1[C@H]([C@@H]([C@H](C2=CC(=CC=C12)C(=O)NCCO)NC1=C(C=C(C=C1)C#N)F)C)C1CC1